citric mono(4-ethoxy-4-oxo-butan-2-yl) ester C(C)OC(CC(C)OC(CC(O)(C(=O)O)CC(=O)O)=O)=O